2,5-dihydroxyterephthalate OC1=C(C(=O)[O-])C=C(C(=C1)C(=O)[O-])O